C(C)(C)(C)OC(=O)N1CC(C1)C=1C=NC=CC1N1CC(C1)(COC)F 3-{4-[3-fluoro-3-(methoxymethyl)azetidin-1-yl]pyridin-3-yl}azetidine-1-carboxylic acid tert-butyl ester